O=C1NC(CCC1N1C(C2=CC=C(C=C2C1)NC(=O)N1CC2=CC=CC=C2CC1C)=O)=O N-(2-(2,6-dioxopiperidin-3-yl)-1-oxoisoindolin-5-yl)-3-methyl-3,4-dihydroisoquinoline-2(1H)-carboxamide